N[C@H]1CS(C2=C(N(C1=O)CC1=CC=C(C=C1)C1=CC=C(C=C1)OC)C=C(C=C2)C=2OC(=NN2)C2(CCCCC2)N)(=O)=O (3R)-3-amino-7-[5-(1-aminocyclohexyl)-1,3,4-oxadiazol-2-yl]-5-[[4-(4-methoxyphenyl)phenyl]methyl]-1,1-dioxo-2,3-dihydro-1λ6,5-benzothiazepine-4-One